C(C)NC1=CC(=CC(=N1)N1C(C2=CC(=CC(=C2C1)C(F)(F)F)CN1C[C@@H](CCC1)C)=O)C1=C(C=NN1C)C1=NN=CN1C (R)-2-(6-(Ethylamino)-4-(1-methyl-4-(4-methyl-4H-1,2,4-triazol-3-yl)-1H-pyrazol-5-yl)pyridin-2-yl)-6-((3-methylpiperidin-1-yl)methyl)-4-(trifluoromethyl)isoindolin-1-one